triethylene glycol didecanoate C(CCCCCCCCC)(=O)OCCOCCOCCOC(CCCCCCCCC)=O